C(C1=CC=CC=C1)OC1=C(N2C(C3=C(C=CC=C13)C=1N=NN(C1)C)=NC=N2)C(=O)OC Methyl 6-(benzyloxy)-10-(1-methyl-1H-1,2,3-triazol-4-yl)-[1,2,4]triazolo[5,1-a]isoquinoline-5-carboxylate